3-((2-((1-methyl-1H-pyrazol-4-yl)amino)pyrimidin-5-yl)ethynyl)benzamide CN1N=CC(=C1)NC1=NC=C(C=N1)C#CC=1C=C(C(=O)N)C=CC1